C(C)N1C2(CCNCC2)C(N(C=CC1=O)[C@@H](C)C=1C=NC(=CC1)N1N=CC(=C1)F)=O (S)-7-Ethyl-11-(1-(6-(4-fluoro-1H-pyrazol-1-yl)pyridin-3-yl)ethyl)-3,7,11-triazaspiro[5.6]dodec-9-ene-8,12-dione